4,6,7-Trichloro-1-(2-isopropyl-4-methylpyridin-3-yl)pyrido[2,3-d]pyrimidine ClC=1C2=C(N(CN1)C=1C(=NC=CC1C)C(C)C)N=C(C(=C2)Cl)Cl